N-(4-(2-aminopyrimidin-4-yl)phenyl)-4-phenoxy-benzamide NC1=NC=CC(=N1)C1=CC=C(C=C1)NC(C1=CC=C(C=C1)OC1=CC=CC=C1)=O